FC1=CC(=C(OC=2C(N(C=CC2C=2C3=C(C(N(C2)C)=O)NC=C3)C)=O)C(=C1)C(F)(F)F)C(F)(F)F 4-(3-(4-fluoro-2,6-bis(trifluoromethyl)phenoxy)-1-methyl-2-oxo-1,2-dihydropyridin-4-yl)-6-methyl-1,6-dihydro-7H-pyrrolo[2,3-c]pyridin-7-one